COCCN1CCN(CC1)CC1=CC(=NC=C1)NC=1SC2=NC(=CC=C2N1)C1=CC=NC=C1 N-(4-((4-(2-methoxyethyl)-piperazin-1-yl)methyl)-pyridin-2-yl)-5-(pyridin-4-yl)thiazolo[5,4-b]pyridin-2-amine